formamidopyrazine C(=O)NC1=NC=CN=C1